N[C@@H]1[C@@H](N(CC1)C(=O)OC(C)(C)C)F tert-butyl (2S,3S)-3-amino-2-fluoropyrrolidine-1-carboxylate